tert-butyl (1r,3r)-3-((tert-butoxycarbonyl)(methyl)amino)cyclobutane-1-carboxylate C(C)(C)(C)OC(=O)N(C1CC(C1)C(=O)OC(C)(C)C)C